tert-butyl N-[5-[[2-[2-(1-hydroxy-6-Isoquinolyl)-5-methyl-1-piperidyl]-2-oxo-acetyl]amino]-3-methyl-2-pyridyl]carbamate OC1=NC=CC2=CC(=CC=C12)C1N(CC(CC1)C)C(C(=O)NC=1C=C(C(=NC1)NC(OC(C)(C)C)=O)C)=O